C(#N)C=1C=C(C(=C2C(=C(NC12)C)C)C=1C[C@H](CC1)NC(OC(C)(C)C)=O)F tert-butyl (S)-(3-(7-cyano-5-fluoro-2,3-dimethyl-1H-indol-4-yl)cyclopent-3-en-1-yl)carbamate